(3,3-difluorocyclobutyl)(4-methoxypyridin-2-yl)methanone FC1(CC(C1)C(=O)C1=NC=CC(=C1)OC)F